C(C)(C)(C)C1=CC=C(C=C1)C1=C2CC(C(C2=CC=2CCCC12)OC)C 4-(4-tert-Butylphenyl)-1-methoxy-2-methyl-1,2,3,5,6,7-hexahydro-s-indacene